5-(2,6-dichloro-4-fluorophenyl)-4-(3,4-dimethoxybenzyl)-8-(((2S,5R)-5-isopropyl-3,6-dimethoxy-2,5-dihydropyrazin-2-yl)methyl)-3,4-dihydro-2H-benzo[b][1,4]oxazine ClC1=C(C(=CC(=C1)F)Cl)C1=CC=C(C=2OCCN(C21)CC2=CC(=C(C=C2)OC)OC)C[C@@H]2N=C([C@H](N=C2OC)C(C)C)OC